(2S,3S)-nonane-2,3-diol C[C@@H]([C@H](CCCCCC)O)O